([2-(trimethylsilyl)ethoxy]methyl)-1H-1,3-benzodiazole C[Si](CCOCN1C=NC2=C1C=CC=C2)(C)C